[Pd](Cl)Cl.C1(=CC=CC=C1)P([C-]1C=CC=C1)C1=CC=CC=C1.[C-]1(C=CC=C1)P(C1=CC=CC=C1)C1=CC=CC=C1.[Fe+2] (1,1'-bis-(diphenylphosphino)-ferrocene) palladium (II) dichloride